C(#N)CC1=NC=2C(=NC=C(C2)C(=O)O)N1C1=CC=C(C=C1)OC 2-(cyanomethyl)-3-(4-methoxyphenyl)-3H-imidazo[4,5-b]Pyridine-6-carboxylic acid